2-ISOCYANOHEXANOIC ACID METHYL ESTER COC(C(CCCC)[N+]#[C-])=O